methyl-5-bromo-3-[(3,5-difluorophenyl)methoxy]-2-iodopyridine CC1=C(C(=NC=C1Br)I)OCC1=CC(=CC(=C1)F)F